Diethyl (2-(5-(4-(4-methoxyphenyl)piperazine-1-carbonyl)thiophen-3-yl)ethyl)phosphonate COC1=CC=C(C=C1)N1CCN(CC1)C(=O)C1=CC(=CS1)CCP(OCC)(OCC)=O